CN1C([C@@H]([C@H](C1)C1=CC(=CC=C1)OC)C(=O)O)=O |o1:3,4| (3R*,4S*)-methyl-4-(3-methoxyphenyl)-2-oxopyrrolidine-3-carboxylic acid